CC1([C@H]2CN([C@@H]([C@@H]12)C(=O)OC)C(CC1=CC(=NO1)C)=O)C Methyl (1R,2S,5S)-6,6-dimethyl-3-(2-(3-methylisoxazol-5-yl)acetyl)-3-azabicyclo[3.1.0]hexane-2-carboxylate